2-(6-(4-(1H-pyrazol-1-yl)phenyl)-4-(4-(methylsulfonyl)piperazin-1-carbonyl)pyridin-2-yl)acetaldehyde N1(N=CC=C1)C1=CC=C(C=C1)C1=CC(=CC(=N1)CC=O)C(=O)N1CCN(CC1)S(=O)(=O)C